methyl 2-(((2-amino-5-methoxy-4-(trifluoromethyl)phenyl)thio)methyl)-5,5,5-trifluoropentanoate NC1=C(C=C(C(=C1)C(F)(F)F)OC)SCC(C(=O)OC)CCC(F)(F)F